N-[[(6R,7aS)-6-(2,3-dichloro-6-hydroxyphenyl)-3-oxo-tetrahydro-1H-pyrrolo[1,2-c][1,3]oxazol-1-yl]methyl]acetamide ClC1=C(C(=CC=C1Cl)O)[C@H]1C[C@@H]2N(C(OC2CNC(C)=O)=O)C1